3-(5-(((1-(4-((5-chloro-4-((2-(dimethylphosphoryl)phenyl)amino)pyrimidin-2-yl)amino)-3-methoxyphenyl)piperidin-4-yl)(methyl)amino)methyl)-1-oxoisoindolin-2-yl)piperidine-2,6-dione ClC=1C(=NC(=NC1)NC1=C(C=C(C=C1)N1CCC(CC1)N(C)CC=1C=C2CN(C(C2=CC1)=O)C1C(NC(CC1)=O)=O)OC)NC1=C(C=CC=C1)P(=O)(C)C